FC1(CCN(CCC1)C1=C(C(=C(C=N1)C1=CC=NC=C1)C)C(=O)NC1=CC(=CC=C1)S(=O)(=N)C)F 6-(4,4-difluoroazepan-1-yl)-4-methyl-N-(3-(S-methylsulfonimidoyl)phenyl)-[3,4-bipyridine]-5-carboxamide